BrC(C(Br)(Cl)Cl)(Cl)Cl 1,2-Dibromotetrachloroethane